COC[C@H](C1=CC=CC=C1)NC(C1=CN=CC(=C1N1CC2(CCCN2)CC1)C1=CC(=CC(=C1)F)F)=O N-[(S)-2-methoxy-1-phenylethyl]-4-(1,7-diaza-7-spiro[4.4]nonyl)-5-(3,5-difluorophenyl)nicotinamide